NC=C1C(CC(CC1=O)C1=CC=CC=C1)=O (aminomethylene)-5-phenylcyclohexane-1,3-dione